3-(((1-ethylazetidin-3-yl)carbamoyl)oxy)propane-1,2-diyl distearate C(CCCCCCCCCCCCCCCCC)(=O)OCC(COC(NC1CN(C1)CC)=O)OC(CCCCCCCCCCCCCCCCC)=O